N-[5-[6-[4-(4-fluoro-3-methoxy-phenyl)-1,2,4-triazol-3-yl]-8-methyl-imidazo[1,2-a]pyridin-3-yl]-2-pyridyl]acetamide FC1=C(C=C(C=C1)N1C(=NN=C1)C=1C=C(C=2N(C1)C(=CN2)C=2C=CC(=NC2)NC(C)=O)C)OC